COC1=CC=C(CN(C2=CC=CC=C2)CC2=CC=C(C=C2)OC)C=C1 bis(4-methoxybenzyl)aniline